Pyridine-3-carboxamide 1-oxide [N+]1(=CC(=CC=C1)C(=O)N)[O-]